C(#N)C=1C=NC(=C(C(=O)NN)C1)N1CCCC1 5-cyano-2-(pyrrolidin-1-yl)nicotinic acid hydrazide